4-methyl-N-(phenyl-(5-phenyl-1,3,4-oxadiazol-2-yl)methyl)benzenesulfonamide CC1=CC=C(C=C1)S(=O)(=O)NC(C=1OC(=NN1)C1=CC=CC=C1)C1=CC=CC=C1